The molecule is a pentacyclic triterpenoid that is oleanane containing a double bond between positions 12 and 13 and substituted by hydroxy groups at the 3beta, 16alpha and 28-positions. It derives from a hydride of an oleanane. C[C@]12CC[C@@H](C([C@@H]1CC[C@@]3([C@@H]2CC=C4[C@]3(C[C@H]([C@@]5([C@H]4CC(CC5)(C)C)CO)O)C)C)(C)C)O